C(C)(=O)N1C[C@H](C=2C3=C(C(NC2C1)=O)C=C(C(=C3)F)F)N(C(=O)C=3NC1=CC=CC=C1C3)C (S)-N-(3-Acetyl-8,9-difluoro-6-oxo-1,2,3,4,5,6-hexahydrobenzo[c][1,7]naphthyridin-1-yl)-N-methyl-1H-indole-2-carboxamide